ethyl (R)-2-((R)-1-((tert-butoxycarbonyl)amino)propan-2-yl)-5-(4-chloro-3-(trifluoromethyl)benzoyl)-6-methyl-4,5,6,7-tetrahydro-2H-pyrazolo[4,3-c]pyridine-3-carboxylate C(C)(C)(C)OC(=O)NC[C@@H](C)N1N=C2C(CN([C@@H](C2)C)C(C2=CC(=C(C=C2)Cl)C(F)(F)F)=O)=C1C(=O)OCC